CC12CC(CC(CC1)(N2C(=O)OC(C)(C)C)C)NC=2N=NC(=CN2)C2=CC=C(C=1N=CSC12)C=1C=NN(C1)C1OCCCC1 tert-butyl 1,5-dimethyl-3-[[6-[4-(1-tetrahydropyran-2-ylpyrazol-4-yl)-1,3-benzothiazol-7-yl]-1,2,4-triazin-3-yl]amino]-8-azabicyclo[3.2.1]octane-8-carboxylate